6-isopropyl-5,6-dihydro-4H-pyrazolo[1,5-d][1,4]diazepin C(C)(C)N1C=CN2C(CC1)=CC=N2